C(C)(C)(C)OC(=O)N([C@H](C(=O)N[C@H](C(=O)N1[C@@H](CCC1)C=1SC=C(N1)C(=O)C=1C=C(OCCOCCOCCOCCOCCOCCC(=O)O)C=CC1)C1CCCCC1)C)C 1-(3-(2-((S)-1-((S)-2-((S)-2-((tert-butoxycarbonyl)(methyl)amino)propanamido)-2-cyclohexylacetyl)pyrrolidin-2-yl)thiazole-4-carbonyl)phenoxy)-3,6,9,12,15-pentaoxaoctadecan-18-oic acid